FC=1C=CC(=C(CC2(OCCO2)CC(=O)[O-])C1)[N+](=O)[O-] 2-(5-fluoro-2-nitrobenzyl-1,3-dioxolan-2-yl)acetate